C[C@@H]1CC[C@@H]2[C@@]13C[C@H](C2(C)C)C(=C(C3)C(=O)C)C 9-ACETYL-8-CEDRENE